N-(3-fluoro-4-{[6-methoxy-7-(2-morpholinoacetamido)quinolin-4-yl]oxy}phenyl)-5-(4-fluorophenyl)-6-oxo-2,3,5,6-tetrahydrofuro[3,2-c]pyridine-7-carboxamide FC=1C=C(C=CC1OC1=CC=NC2=CC(=C(C=C12)OC)NC(CN1CCOCC1)=O)NC(=O)C1=C2C(=CN(C1=O)C1=CC=C(C=C1)F)CCO2